2-[2-[2-(2-aminoethoxy)ethoxy]ethoxy]ethoxyl-2-[(2S)-2-[(2-methoxyacetyl)amino]-3,3-dimethyl-butanoyl]-N-[(1R)-tetralin-1-yl]-3,4-dihydro-1H-isoquinoline-3-carboxamide NCCOCCOCCOCCOC1N(C(CC2=CC=CC=C12)C(=O)N[C@@H]1CCCC2=CC=CC=C12)C([C@H](C(C)(C)C)NC(COC)=O)=O